pentacosyl palmitoleate C(CCCCCCC\C=C/CCCCCC)(=O)OCCCCCCCCCCCCCCCCCCCCCCCCC